(2R,3R,4R,5S,6R)-6-((2-(4-carboxyl-2-chlorophenyl)quinolin-6-yl)oxy)-3,4,5-trihydroxytetrahydropyran-2-carboxylic acid C(=O)(O)C1=CC(=C(C=C1)C1=NC2=CC=C(C=C2C=C1)O[C@@H]1[C@H]([C@@H]([C@H]([C@@H](O1)C(=O)O)O)O)O)Cl